C(#N)C=1C=NN2C1C(=CC(=C2)OCC(C)(C)O)C=2C=CC(=NC2)N2CCS(CC2)=N 4-(5-(3-cyano-6-(2-hydroxy-2-methylpropyloxy)pyrazolo[1,5-a]pyridin-4-yl)pyridin-2-yl)-1-thiomorpholine-1-imine